ClC=1C=C(C=CC1C(=O)N1CCN(CC1)C(=O)C1CC(NCC1)=O)NC(=O)C=1N(C(=CN1)C1=C(C(=C(C=C1)C=1C=NN(C1C)CCOC)F)F)C N-[3-chloro-4-[4-(2-oxopiperidine-4-carbonyl)piperazine-1-carbonyl]phenyl]-5-[2,3-difluoro-4-[1-(2-methoxyethyl)-5-methyl-pyrazol-4-yl]phenyl]-1-methyl-imidazole-2-carboxamide